(S)-2-(((6-(4-fluorophenoxy)pyridin-3-yl)methyl)amino)-4,7,8-trimethyl-7,8-dihydropteridine FC1=CC=C(OC2=CC=C(C=N2)CNC2=NC=3N([C@H](C=NC3C(=N2)C)C)C)C=C1